C(CC)P(C(CCC)CCCC)C(CCC)CCCC 1-propylbis-(4-octyl)phosphine